CN1N=C(N=C1)N1CCNCC1 1-(1-methyl-1H-1,2,4-triazol-3-yl)piperazine